ClC1=CC=C(CNC(=O)C2=CC3=C(N=C(S3)C3CCNCC3)C=C2)C=C1 N-(4-chlorobenzyl)-2-(piperidin-4-yl)-benzo[d]thiazole-6-carboxamide